N1,N1-dimethyl-N3-(2-(pyridin-4-yl)imidazo[1,2-a]pyrazin-3-yl)benzene-1,3-diamine CN(C1=CC(=CC=C1)NC1=C(N=C2N1C=CN=C2)C2=CC=NC=C2)C